5-(7,8-dimethyl-[1,2,4]triazolo[1,5-a]pyridin-6-yl)-6-isopropyl-N-(3-(2-oxo-pyrrolidin-1-yl)propyl)-4H-pyrrolo[3,2-d]thiazole-2-carboxamide CC1=C(C=2N(C=C1C1=C(C=3N=C(SC3N1)C(=O)NCCCN1C(CCC1)=O)C(C)C)N=CN2)C